4-(8,9,10,11-tetrahydro-3H-pyrazolo[4,3-a]phenanthridin-7-yl)-3-(trifluoromethyl)phenol C1=NNC=2C1=C1C=3CCCCC3C(=NC1=CC2)C2=C(C=C(C=C2)O)C(F)(F)F